ClC1=C(C=CC=C1)CN1N=C(C=C1C1=CC(=CC=C1)OC)COC(C(=O)O)(C)C 2-[[1-[(2-Chlorophenyl)methyl]-5-(3-methoxyphenyl)pyrazol-3-yl]methoxy]-2-methyl-propanoic acid